C(C)OCCOCCOC(C=C)=O 2-(2-ethoxyethoxy)ethylacrylate